aluminum-neodymium-zinc [Zn].[Nd].[Al]